6-methyl-2-phenyl-7-tosyl-N-(2-(trifluoromethyl)pyridin-4-yl)-7H-pyrrolo[2,3-d]pyrimidine-4-amine CC1=CC2=C(N=C(N=C2NC2=CC(=NC=C2)C(F)(F)F)C2=CC=CC=C2)N1S(=O)(=O)C1=CC=C(C)C=C1